3-(fluoromethoxy)-4-{[3-(4-{[(1R,4R)-4-[(2-methoxyethyl)(methyl)amino]cyclohexyl]amino}-1-(2,2,2-trifluoroethyl)-1H-indol-2-yl)prop-2-yn-1-yl]amino}benzene-1-sulfonamide FCOC=1C=C(C=CC1NCC#CC=1N(C2=CC=CC(=C2C1)NC1CCC(CC1)N(C)CCOC)CC(F)(F)F)S(=O)(=O)N